[Si](C)(C)(C(C)(C)C)OCCN1N=C(C(=C1C)I)C(=O)OCC ethyl 1-[2-[tert-butyl(dimethyl)silyl]oxyethyl]-4-iodo-5-methyl-pyrazole-3-carboxylate